C1=CC(=CN=C1)O The molecule is a monohydroxypyridine that is pyridine in which the hydrogen at position 3 has been replaced by a hydroxy group. It has been detected as a thermal degradation product from the smoke of the burning leaves of Salvia divinorum, a Mexican psychoactive plant.